NC=1N=NC(=CC1N1N=CC(=C1)C=1CCN(CC1)C1CCC(CC1)C1=CC=CC=2N(CCOC21)[C@H]2C(NC(CC2)=O)=O)C2=C(C=CC=C2)O (3R)-3-[8-[4-[4-[1-[3-amino-6-(2-hydroxyphenyl)pyridazin-4-yl]pyrazol-4-yl]-3,6-dihydro-2H-pyridin-1-yl]cyclohexyl]-2,3-dihydro-1,4-benzoxazin-4-yl]piperidine-2,6-dione